(4-amino-3,5-difluorophenyl)(4-(4-methoxy-1,2-dimethyl-6-(trifluoromethyl)-1H-benzo[d]imidazol-5-yl)-1H-indol-1-yl)methanone NC1=C(C=C(C=C1F)C(=O)N1C=CC2=C(C=CC=C12)C1=C(C2=C(N(C(=N2)C)C)C=C1C(F)(F)F)OC)F